N'-[(3-acetamidophenyl)methyl]-N-(4-acetamido-1-tetrahydropyran-2-yl-pyrazolo[4,3-c]pyridin-7-yl)-N'-benzyl-oxamide C(C)(=O)NC=1C=C(C=CC1)CN(C(C(NC=1C2=C(C(=NC1)NC(C)=O)C=NN2C2OCCCC2)=O)=O)CC2=CC=CC=C2